ethyl (S)-3-(2',4'-difluorobiphenyl-3-yl)-3-(3-(4-hydroxy-1-methyl-2-oxo-2,5,6,7-tetrahydro-1H-cyclopenta[b]pyridin-3-yl)ureido)propanoate FC1=C(C=CC(=C1)F)C1=CC(=CC=C1)[C@H](CC(=O)OCC)NC(=O)NC1=C(C2=C(N(C1=O)C)CCC2)O